CSC=1C=CC(=C(C1)C1=CC=CC=C1)SC1=CN=C(S1)CNC(OC(C)(C)C)=O tert-butyl ((5-((5-(methylthio)-[1,1'-biphenyl]-2-yl)thio)thiazol-2-yl)methyl)carbamate